Cl.Cl.O=C1NC(CCC1N1C(C2=CC=CC(=C2C1=O)NCCOCCOCCOCCOCCN1CCNCC1)=O)=O 2-(2,6-dioxopiperidin-3-yl)-4-[15-(piperazin-1-yl)-4,7,10,13-tetraoxa-1-azapentadecan-1-yl]-2,3-dihydro-1H-isoindole-1,3-dione dihydrochloride